3,3'-(2-methyl-7-(p-tolyl)-9H-fluorene-9,9-diyl)bis(N,N-dimethylpropane-1-amine) CC1=CC=2C(C3=CC(=CC=C3C2C=C1)C1=CC=C(C=C1)C)(CCCN(C)C)CCCN(C)C